(S)-2-(3-methoxypyrrolidin-1-yl)ethan-1-amine CO[C@@H]1CN(CC1)CCN